CC(CCC(C)(OOC(C)(C)C)C)(C)OOC(C)(C)C dimethyl-2,5-di(t-butylperoxy)hexane